6-{5-chloro-2-[(oxacyclohex-4-yl)amino]pyrimidin-4-yl}-2-[2-oxo-2-(2,3,4,5-tetrahydro-1H-1-benzazepin-1-yl)ethyl]-2,3-dihydro-1H-isoindol-1-one ClC=1C(=NC(=NC1)NC1CCOCC1)C1=CC=C2CN(C(C2=C1)=O)CC(N1CCCCC2=C1C=CC=C2)=O